4-chloro-2-((R)-1-(3,5-difluorophenyl)-2-oxopiperidin-4-yl)-5-((((R)-tetrahydro-2H-pyran-3-yl)methyl)amino)pyridazin-3(2H)-on ClC=1C(N(N=CC1NC[C@@H]1COCCC1)[C@H]1CC(N(CC1)C1=CC(=CC(=C1)F)F)=O)=O